CC1(C=C(CC1)C=1C=C(N=NC1C)C=1C(NC(NC1)=O)=O)C 5-(5-(3,3-dimethylcyclopent-1-en-1-yl)-6-methylpyridazine-3-yl)pyrimidine-2,4(1H,3H)-dione